FC1=CC(=CC2=C1N=C(O2)C)NC(=O)C=2N=CC(=NC2)N(C2CCN(CC2)C(=O)OC(C)(C)C)C tert-Butyl 4-[[5-[(4-fluoro-2-methyl-1,3-benzoxazol-6-yl)carbamoyl]pyrazin-2-yl]-methyl-amino]piperidine-1-carboxylate